N-(2,4-difluoro-3-iodophenyl)-2,5-difluorobenzenesulfonamide FC1=C(C=CC(=C1I)F)NS(=O)(=O)C1=C(C=CC(=C1)F)F